4-[cyclopropyl-[4-(5,6,7,8-tetrahydro-1,8-naphthyridin-2-yl)butyl]amino]-2-[[2-(4-fluorophenyl)-2-hydroxy-acetyl]amino]butanoic acid C1(CC1)N(CCC(C(=O)O)NC(C(O)C1=CC=C(C=C1)F)=O)CCCCC1=NC=2NCCCC2C=C1